7-[[5-[(2R)-2-[(3-fluoroazetidin-1-yl)meth-yl]morpholin-4-yl]-2-pyridyl]amino]-4-(7-fluoro-imidazo[1,2-a]pyridin-3-yl)isoindolin-1-one FC1CN(C1)C[C@@H]1CN(CCO1)C=1C=CC(=NC1)NC=1C=CC(=C2CNC(C12)=O)C1=CN=C2N1C=CC(=C2)F